4-[4-(4-Ethylimidazol-1-yl)-2-methyl-phenyl]sulfonyl-1,5-dimethyl-2,3-dihydroquinoxaline C(C)C=1N=CN(C1)C1=CC(=C(C=C1)S(=O)(=O)N1CCN(C2=CC=CC(=C12)C)C)C